5-(4-fluorophenyl)-1-(2-morpholinoethyl)-4-oxo-1,4-dihydropyridine-3-carboxylic acid FC1=CC=C(C=C1)C=1C(C(=CN(C1)CCN1CCOCC1)C(=O)O)=O